CC(CBr)CCCCCCCCBr 2-methyl-1,10-dibromo-decane